4-[di(biphenyl-4-yl)amino]phenylboronic acid C1(=CC=C(C=C1)N(C1=CC=C(C=C1)B(O)O)C1=CC=C(C=C1)C1=CC=CC=C1)C1=CC=CC=C1